OC[C@@H]1OC[C@@](CNC1)(O)C (2R,6R)-2-(hydroxymethyl)-6-methyl-1,4-oxaazepan-6-ol